FC(S(=O)(=O)OC1=NC(=C(C2=C1C=CS2)C2=C(C=C(C=C2OCCOC)F)F)C2=NN1C([C@@H](N(C[C@@H]1C)C(C=C)=O)C)=C2)(F)F [7-[2,4-difluoro-6-(2-methoxyethoxy)phenyl]-6-[(4S,7S)-4,7-dimethyl-5-prop-2-enoyl-6,7-dihydro-4H-pyrazolo[1,5-a]pyrazin-2-yl]thieno[3,2-c]pyridin-4-yl] trifluoromethanesulfonate